N1C(=NC=C1)C1=C(C=O)C=CC=C1 2-(1H-IMIDAZOL-2-YL)-BENZALDEHYDE